CN1N=CC=C1\C(\C(\C)=N\NC(NC)=S)=N/NC(NC)=S (2E,2'E)-2,2'-(1-(1-methyl-1H-pyrazol-5-yl)propane-1,2-diylidene)bis(N-methylhydrazine-1-carbothioamide)